OCCOC1=CC(=NC=C1)C=1N=C(C2=C(N1)SC=C2C)N(CC(=O)NC=2C=NC(=CC2)OC)C 2-({2-[4-(2-hydroxyethoxy)pyridin-2-yl]-5-methylthieno[2,3-d]pyrimidin-4-yl}(methyl)amino)-N-(6-methoxypyridin-3-yl)acetamide